CC1=CC=C(C=C1)S(=O)(=O)ON=C(C#N)C1=CC=CC=C1 Alpha-(p-toluenesulfonyloxyimino)phenylacetonitrile